C(C)(C)(C)OC(=O)N1C[C@H]([C@H](CC1)F)O (3R,4S)-4-fluoro-3-hydroxypiperidine-1-carboxylic acid tert-butyl ester